1,4-bis-[4-(3-acryloyloxypropyl)benzoyloxy]-2-methylbenzene C(C=C)(=O)OCCCC1=CC=C(C(=O)OC2=C(C=C(C=C2)OC(C2=CC=C(C=C2)CCCOC(C=C)=O)=O)C)C=C1